FC(CN1N=C(C=2C=NC(=CC21)N2CCC1(CN(C1)C1=NC(=NC(=C1)C(F)(F)F)C)CC2)C)F 7-[1-(2,2-difluoroethyl)-3-methyl-1H-pyrazolo[4,3-c]pyridin-6-yl]-2-[2-methyl-6-(trifluoromethyl)pyrimidin-4-yl]-2,7-diazaspiro[3.5]nonane